6-[6-methoxy-2-methyl-5-({[3-(trifluoromethoxy)-phenyl]methyl}carbamoyl)-pyridin-3-yl]-N-methyl-1H-indazole-3-carboxamide COC1=C(C=C(C(=N1)C)C1=CC=C2C(=NNC2=C1)C(=O)NC)C(NCC1=CC(=CC=C1)OC(F)(F)F)=O